2-(4-methoxyphenyl)-7-(2-methylaziridin-1-yl)imidazo[1,2-a]pyridine COC1=CC=C(C=C1)C=1N=C2N(C=CC(=C2)N2C(C2)C)C1